C(C)(C)(C)OC(N[C@H](C(=O)[C@@]1(OC1)C)CC(C)C)=O ((S)-4-methyl-1-((R)-2-methyl-oxiran-2-yl)-1-oxopent-2-yl)carbamic acid tert-butyl ester